C1(=CC(=CC=C1)NCC(O)C1=CNC(O1)=S)C1=CC=CC=C1 5-{2-[(1,1'-Biphenyl)-3-ylamino]-1-hydroxyethyl}-1,3-oxazol-2(3H)-thione